1-(1-cyanoethyl)pyrrolidin-3-yl 2-(3,5-dichlorophenyl)-benzo[d]oxazole-6-carboxylate ClC=1C=C(C=C(C1)Cl)C=1OC2=C(N1)C=CC(=C2)C(=O)OC2CN(CC2)C(C)C#N